(R)-5-methyl-1-(pyrazin-2-yl)imidazolidin-2-one C[C@@H]1CNC(N1C1=NC=CN=C1)=O